CN(C1=CC=C(C(=O)N)C=C1)C 4-(dimethylamino)benzamide